P(=O)(O)OP(=O)O.C(C)(C)(C)C=1C(=C(C=CC1)C1=C(C(=C(C=2C3=CC=CC=C3C12)C1=C(C(=CC=C1)C(C)(C)C)C(C)(C)C)C1=C(C(=CC=C1)C(C)(C)C)C(C)(C)C)C1=C(C(=CC=C1)C(C)(C)C)C(C)(C)C)C(C)(C)C tetrakis(di-tert-butylphenyl)-biphenylene diphosphonate